C[Si](C)(C)N(C1=CC=C(C=C1)[Li])[Si](C)(C)C p-(bis-trimethylsilylamino)phenyl-lithium